(rac)-2'-[6-amino-5-(trifluoromethyl)pyridin-3-yl]-N-[2-(3-fluoropyridin-2-yl)propan-2-yl]-5',6'-dihydrospiro[pyrrolidine-3,4'-pyrrolo[1,2-b]pyrazole]-1-carboxamide NC1=C(C=C(C=N1)C=1C=C2N(N1)CC[C@]21CN(CC1)C(=O)NC(C)(C)C1=NC=CC=C1F)C(F)(F)F |r|